coumarinyl-chalcone O1C(=O)C(=CC2=CC=CC=C12)C1=C(C=CC=C1)\C=C\C(=O)C1=CC=CC=C1